CN(C=CC(=O)[C@@H]1C[C@@H](C1)OC(F)(F)F)C 3-(dimethylamino)-1-(cis-3-(trifluoromethoxy)cyclobutyl)prop-2-en-1-one